ClC=1C=C(N2N=C(N=CC21)NC2C(CN(CC2)S(=O)(=O)C)O)C2(CCC2)C 4-((5-chloro-7-(1-methylcyclobutyl)pyrrolo[2,1-f][1,2,4]triazin-2-yl)amino)-1-(methylsulfonyl)piperidin-3-ol